tert-butyl (5-(2,5-dimethoxyphenyl)-1,3,4-thiadiazol-2-yl)carbamate COC1=C(C=C(C=C1)OC)C1=NN=C(S1)NC(OC(C)(C)C)=O